4-(4-(4-chloro-2-(1-(6,7-dihydro-5H-pyrrolo[1,2-c]imidazol-1-yl)-2-oxo-2-(thiazol-2-ylamino)ethyl)-2H-indazol-6-yl)phenyl)piperazine-1-carboxylic acid tert-butyl ester C(C)(C)(C)OC(=O)N1CCN(CC1)C1=CC=C(C=C1)C=1C=C(C2=CN(N=C2C1)C(C(NC=1SC=CN1)=O)C1=C2N(C=N1)CCC2)Cl